C(C)OP(C1=CC=CC=C1)(C(C1=C(C=C(C=C1C)C)C)=O)=O Ethoxy(2,4,6-trimethylbenzoyl)phenylphosphine oxide